5-((3-(3-((3-Chloro-4-cyclobutoxybenzyl)amino)propanamido)propyl)amino)benzo[c][2,6]naphthyridine-8-carboxylic acid ClC=1C=C(CNCCC(=O)NCCCNC2=NC3=C(C4=CN=CC=C24)C=CC(=C3)C(=O)O)C=CC1OC1CCC1